isopropyl para-methoxycinnamate COC1=CC=C(C=CC(=O)OC(C)C)C=C1